1-Benzyl-3-(2-(pyridin-3-yl)phenyl)urea C(C1=CC=CC=C1)NC(=O)NC1=C(C=CC=C1)C=1C=NC=CC1